azetidine methanesulfonate CS(=O)(=O)O.N1CCC1